ClC1=C(C=CC=C1)C1=C(N=CC(=N1)CC=1C=NC(=NC1)N)OC 5-{[6-(Chlorophenyl)-5-methoxypyrazin-2-yl]methyl}pyrimidin-2-amine